N,N,N-tris(aminoethyl)amine NCCN(CCN)CCN